(S)-2-(2-chloro-4-(6-((6-chloro-4-methoxypyridin-3-yl)methoxy)-5-fluoropyridin-2-yl)-5-methylbenzyl)-1-(4,4-dimethyltetrahydrofuran-3-yl)-1H-benzo[d]imidazole-6-carboxylic acid ClC1=C(CC2=NC3=C(N2[C@@H]2COCC2(C)C)C=C(C=C3)C(=O)O)C=C(C(=C1)C1=NC(=C(C=C1)F)OCC=1C=NC(=CC1OC)Cl)C